5-(4-(2,7-diazaspiro[3.5]nonan-7-yl)phenyl)-6-(2-fluorophenyl)-5,6,7,8-tetrahydronaphthalen-2-ol C1NCC12CCN(CC2)C2=CC=C(C=C2)C2C=1C=CC(=CC1CCC2C2=C(C=CC=C2)F)O